1-(1-methylsulfonyl-piperidin-4-yl)-3-(4-trifluoromethoxy-phenyl)-urea CS(=O)(=O)N1CCC(CC1)NC(=O)NC1=CC=C(C=C1)OC(F)(F)F